FC1(CN(CC[C@H]1NC1=NN2C(C(=N1)OC([2H])([2H])[2H])=C(C=C2)C=2C=CC1=C(N(N=N1)CC(F)F)C2)C)F (R)-N-(3,3-difluoro-1-methylpiperidin-4-yl)-5-(1-(2,2-difluoroethyl)-1H-benzo[d][1,2,3]triazol-6-yl)-4-(methoxy-d3)pyrrolo[2,1-f][1,2,4]triazin-2-amine